1-(3-chlorophenyl)-3-(4-hydroxy-3-methoxybenzyl)thiourea ClC=1C=C(C=CC1)NC(=S)NCC1=CC(=C(C=C1)O)OC